N1=CC=C2N1N=CC(=C2)C(=O)[O-].[Li+] Lithium Pyrazolo[1,5-b]Pyridazine-5-Carboxylate